9-[6-[2-cyano-3-[[ethyl(methyl)sulfamoyl]amino]-6-fluoro-phenoxy]-4-oxo-quinazolin-3-yl]-3-azaspiro[5.5]undecane C(#N)C1=C(OC=2C=C3C(N(C=NC3=CC2)C2CCC3(CCNCC3)CC2)=O)C(=CC=C1NS(N(C)CC)(=O)=O)F